O2-benzyl O1-tert-butyl 4-[3-[1-(2,6-dioxo-3-piperidyl)-3-methyl-2-oxo-benzimidazol-5-yl] prop-2-ynyl]piperazine-1,2-dicarboxylate O=C1NC(CCC1N1C(N(C2=C1C=CC(=C2)C#CCN2CC(N(CC2)C(=O)OC(C)(C)C)C(=O)OCC2=CC=CC=C2)C)=O)=O